methyl-4-(3-chloro-2-fluoro-6-methoxyphenyl)-6-cyanonicotinic acid CC1=C(C(=O)O)C(=CC(=N1)C#N)C1=C(C(=CC=C1OC)Cl)F